ethanoguanine C1CNC2=NC3=C(C(=O)N2)NC1=N3